CC=1C=NC=2N(C1)N=CC2C(=O)O 6-methyl-pyrazolo[1,5-a]pyrimidine-3-carboxylic acid